C(C)(=O)N1C[C@@H]2[C@@H](C1)CN(C2)C2=NC1=C(C=C(C=C1C(N2C)=O)C)C(C)NC2=C(C(=O)O)C=CC=C2 2-((1-(2-((3aR,6aR)-5-Acetylhexahydropyrrolo[3,4-c]pyrrol-2(1H)-yl)-3,6-dimethyl-4-oxo-3,4-dihydroquinazolin-8-yl)ethyl)amino)benzoic acid